ClC=1C=C(C=CC1F)S(=O)(=O)N(C)[C@@H]1COCC=2NC(C=3C=C(C(=CC3C21)F)F)=O (S)-3-Chloro-N-(8,9-difluoro-6-oxo-1,4,5,6-tetrahydro-2H-pyrano[3,4-c]isoquinolin-1-yl)-4-fluoro-N-methylbenzenesulfonamide